diethylbiphenyl-4,4'-diamine C(C)C=1C(=C(C=CC1N)C1=CC=C(C=C1)N)CC